4-(4'-hydroxystyryl)-N-methylpyridinium iodide [I-].OC1=CC=C(C=CC2=CC=[N+](C=C2)C)C=C1